CC1=C(SC=C1)C=O (3-methyl-2-thienyl)methanone